CN1N=C(N=C1C(=O)N1[C@H](C2=C(CC1)NC=N2)C2=NN1C(C(=CC=C1)C)=C2)C (R)-(1,3-dimethyl-1H-1,2,4-triazol-5-yl)(4-(4-methylpyrazolo[1,5-a]pyridin-2-yl)-6,7-dihydro-1H-imidazo[4,5-c]pyridin-5(4H)-yl)methanone